N1C(=NC=C1)CN1CCN(CC1)C1=CC2=C(CC(O2)(C)C)C=C1NC(=O)C=1C=NN2C1N=CC=C2 N-(6-(4-((1H-imidazol-2-yl)methyl)piperazin-1-yl)-2,2-dimethyl-2,3-dihydrobenzo-furan-5-yl)pyrazolo[1,5-a]pyrimidine-3-carboxamide